dipalmitoyl-propylenediamine diacetic acid C(C)(=O)O.C(C)(=O)O.C(CCCCCCCCCCCCCCC)(=O)N(C(CN)C)C(CCCCCCCCCCCCCCC)=O